C(C)C=1C(=C(C=CC1)C1=CC(=C(C(=O)N2CCC(CC2)CN2CCN(CC2)CC(=O)N2CCN(CC2)C(=O)C=2C=C(C=CC2F)CC2=NNC(C3=CC=CC=C23)=O)C(=C1)F)F)F 4-[[3-[4-[2-[4-[[1-[4-(3-ethyl-2-fluoro-phenyl)-2,6-difluoro-benzoyl]-4-piperidyl]methyl]piperazin-1-yl]acetyl]piperazine-1-carbonyl]-4-fluoro-phenyl]methyl]-2H-phthalazin-1-one